1-[(2S)-2-{[(2S)-1-ethoxy-1-oxopentan-2-yl]amino}propanoyl]-octahydro-1H-benzazepin-2-carboxylic acid C(C)OC([C@H](CCC)N[C@H](C(=O)N1C(CCCC2C1=CCCC2)C(=O)O)C)=O